ClC1=C(C=CC=C1)[C@H]1N(CCC1)C1=NC(=C(C(=O)N[C@H](C)\C=C\S(=O)(=O)C)C=C1)F ((S)-2-(2-Chlorophenyl)pyrrolidin-1-yl)-2-fluoro-N-((R,E)-4-(methylsulfonyl)but-3-en-2-yl)nicotinamide